NCCCCN1C(=NC2=C1C(=CC(=C2)C(=O)N)OC)NC(=O)C=2N(N=C(C2)C)CC 1-(4-aminobutyl)-2-[(2-ethyl-5-methyl-pyrazole-3-carbonyl)amino]-7-methoxy-benzimidazole-5-carboxamide